CN([C@@H]1CN(CC1)C1=C(C=C(C=C1)NC1=NC=C(C(=N1)C1=CN(C2=C(C=CC=C12)F)C)C(F)(F)F)N)C (S)-4-(3-(dimethylamino)pyrrolidin-1-yl)-N1-(4-(7-fluoro-1-methyl-1H-indol-3-yl)-5-(trifluoromethyl)pyrimidin-2-yl)benzene-1,3-diamine